(S)-3-acetamido-2-((1-(3-ethoxy-4-methoxyphenyl)-2-(methylsulfonyl)ethyl)carbamoyl)benzoic acid C(C)(=O)NC=1C(=C(C(=O)O)C=CC1)C(N[C@H](CS(=O)(=O)C)C1=CC(=C(C=C1)OC)OCC)=O